[Si](C)(C)(C(C)(C)C)C1=C(C=CC(=C1)NC1=NC=NC2=CC(=CC=C12)OC)S(=O)(NC)=N (tert-butyldimethylsilyl)-4-((7-methoxyquinazolin-4-yl)amino)-N-methylbenzenesulfonimidamide